S1C(=CC=C1)CN (thiophen-2-yl)methylamine